3-[2-(6-Chloro-4-fluoro-1-methyl-1,3-benzodiazol-5-yl)ethynyl]-1-[(3S,5R)-5-(methoxymethyl)-1-(prop-2-enoyl)pyrrolidin-3-yl]-5-(methylamino)pyrazole-4-carboxamide ClC=1C(=C(C2=C(N(C=N2)C)C1)F)C#CC1=NN(C(=C1C(=O)N)NC)[C@@H]1CN([C@H](C1)COC)C(C=C)=O